ONC(C)(C(C)(C)NO)C 2,3-bis(hydroxyamino)-2,3-dimethylbutane